FC1(C[C@@H](N(C1)C(=O)OC(C)(C)C)CNS(=O)(=O)C1=CC=C(C=C1)OC(F)(F)F)F tert-butyl (R)-4,4-difluoro-2-(((4-(trifluoromethoxy)phenyl)sulfonamido)methyl)pyrrolidine-1-carboxylate